5-(2-fluoro-4-isobutoxybenzyl)-7-(1-methylpiperidin-4-yl)-5,7-diazaspiro[2.5]octane-6-one FC1=C(CN2CC3(CC3)CN(C2=O)C2CCN(CC2)C)C=CC(=C1)OCC(C)C